[Br-].[Br-].C1(=CC=CC=C1)[I+]C1=CC=CC=C1.C1(=CC=CC=C1)[I+]C1=CC=CC=C1 diphenyliodonium bromide bromide